aluminum silicon zirconium magnesium iron [Fe].[Mg].[Zr].[Si].[Al]